C1(CC1)C[C@@H](CB1OC(C(O1)(C)C)(C)C)NC(OC(C)(C)C)=O tert-butyl N-[(2R)-1-cyclopropyl-3-(4,4,5,5-tetramethyl-1,3,2-dioxaborolan-2-yl)propan-2-yl]carbamate